CC1(OB(OC1(C)C)C=CC1=CC=C(C=C1)[N+](=O)[O-])C 4,4,5,5-tetramethyl-2-(4-nitrostyryl)-1,3,2-dioxaborolane